CC(=O)O[C@H]1C[C@@]2([C@@H]3CCC4=C[C@@H]5[C@@H](C[C@@]4([C@H]3CC[C@@]2([C@H]1C6=CC(=O)OC6)C)C)O[C@]7([C@@H](CCO[C@H]7O5)OC)O)O The molecule is a steroid lactone isolated from Elaeodendron tangenala and Elaeodendron glaucum and exhibits antiproliferative activity against A2780 human ovarian cancer cells. It has a role as a metabolite and an antineoplastic agent. It is an acetate ester, a butenolide, a cyclic ether, an organic heterohexacyclic compound and a steroid lactone.